BrC1=CC=C(C=C1)C1(CCCC1)C=1N=C(SC1)NC(=O)N1CC(C1)C1=CC(=C(C=C1)N1CCNCC1)F N-(4-(1-(4-bromophenyl)-cyclopentyl)thiazol-2-yl)-3-(3-fluoro-4-(piperazin-1-yl)phenyl)azetidine-1-carboxamide